4-(3-(Dimethylamino)-3-(3-(trifluoromethyl)phenethyl)piperidin-1-yl)-2-fluoro-N-(thiazol-2-yl)benzenesulfonamide CN(C1(CN(CCC1)C1=CC(=C(C=C1)S(=O)(=O)NC=1SC=CN1)F)CCC1=CC(=CC=C1)C(F)(F)F)C